N-(4-(1H-pyrazol-4-yl)phenyl)-2-(6,7-dihydrocyclopenta[f]isoindol-2(1H,3H,5H)-yl)pyrimidin-4-amine N1N=CC(=C1)C1=CC=C(C=C1)NC1=NC(=NC=C1)N1CC=2C=C3C(=CC2C1)CCC3